BrC=1C(=C(C=CC1)NC(=O)C1=NN2C([C@H](CCC2)NCCO[Si](C)(C)C(C)(C)C)=C1)C (4S)-N-(3-bromo-2-methyl-phenyl)-4-[2-[tert-butyl(dimethyl)silyl]oxyethylamino]-4,5,6,7-tetrahydropyrazolo[1,5-a]pyridine-2-carboxamide